C(CCCCCCC)(=O)[O-].C(C)N1C(=[NH+]C=C1)C 1-ethyl-2-methyl-imidazolium octanoate